7-(3R-hydroxy-5-keto-cyclopent-1-enyl)-heptanoic acid 4-methoxybenzyl ester COC1=CC=C(COC(CCCCCCC2=C[C@@H](CC2=O)O)=O)C=C1